4-((((benzyloxy)carbonyl)-L-valinyl)oxy)butyric acid C(C1=CC=CC=C1)OC(=O)N[C@@H](C(C)C)C(=O)OCCCC(=O)O